chloro-2-iodo-3-nitrobiphenyl ClC1=C(C(=C(C=C1)C1=CC=CC=C1)I)[N+](=O)[O-]